C(=O)(OC)C=1C=CC2=C([Se]NS2(=O)C)C1 5-carbomethoxy-1-methylbenzo[d][1,3,2]thiaselenazol-1-one